cis-ferulate C(\C=C/C1=CC(OC)=C(O)C=C1)(=O)[O-]